7-(3-fluorobenzyl)-4-(4-ethylbenzyl)-6,7,8,9-tetrahydroimidazo[1,2-a]pyrido[3,4-e]pyrimidin-5(4H)-one FC=1C=C(CN2CC=3C(N(C=4N(C3CC2)C=CN4)CC4=CC=C(C=C4)CC)=O)C=CC1